FC1=C(C=C2CCCN(C2=C1)S(=O)(=O)C1=CC=C(C=C1)F)C(=O)OC methyl 7-fluoro-1-((4-fluorophenyl) sulfonyl)-1,2,3,4-tetrahydroquinoline-6-carboxylate